tetra-lysine acetate C(C)(=O)O.N[C@@H](CCCCN)C(=O)O.N[C@@H](CCCCN)C(=O)O.N[C@@H](CCCCN)C(=O)O.N[C@@H](CCCCN)C(=O)O